Ethyl 1-((1-ethylpiperidine-4-yl)methyl)-1H-benzo[d]imidazole-2-carboxylate C(C)N1CCC(CC1)CN1C(=NC2=C1C=CC=C2)C(=O)OCC